N(C1=CC=CC=C1)S(=O)(=O)N anilinesulfonamide